1-([1,1'-biphenyl]-4-yl)-5-methyl-3-(pyrrolidin-1-ylmethyl)-1H-1,2,4-triazole C1(=CC=C(C=C1)N1N=C(N=C1C)CN1CCCC1)C1=CC=CC=C1